(2R,3S)-2-amino-3-methylpentanoic acid N[C@@H](C(=O)O)[C@H](CC)C